(1R,2R)-N-(4-{[7-{[2-(Diethylamino)ethyl]oxy}-6-(methyloxy)chinolin-4-yl]oxy}-3-fluorophenyl)-N'-(4-fluorophenyl)-2-methylcyclopropan-1,1-dicarboxamid C(C)N(CCOC1=C(C=C2C(=CC=NC2=C1)OC1=C(C=C(C=C1)NC(=O)[C@]1([C@@H](C1)C)C(=O)NC1=CC=C(C=C1)F)F)OC)CC